4-(4-chloro-2-cyclopropylbenzyl)-1-(2-(pyrimidin-4-yl)nicotinoyl)piperidine-4-carbonitrile ClC1=CC(=C(CC2(CCN(CC2)C(C2=C(N=CC=C2)C2=NC=NC=C2)=O)C#N)C=C1)C1CC1